N[C@@H](CCC(=O)N[C@H](C(=O)N[C@H](C(=O)OCC=C)CCC(C=[N+]=[N-])=O)CCC(C=[N+]=[N-])=O)C(=O)OCC Allyl (S)-2-((S)-2-((S)-4-amino-5-ethoxy-5-oxopentanamido)-6-diazo-5-oxohexanamido)-6-diazo-5-oxohexanoate